((3R)-4-amino-3-methyl-1,3-dihydrofuro[3,4-c][1,7]naphthyridin-8-yl)((3R,5S)-3-methyl-5-(5-(trifluoromethoxy)-2-pyridinyl)-4-morpholinyl)methanone NC1=NC=2C=NC(=CC2C2=C1[C@H](OC2)C)C(=O)N2[C@@H](COC[C@@H]2C2=NC=C(C=C2)OC(F)(F)F)C